(3S,4R)-4-(2-(2-chlorophenyl)-5,7-dihydroxy-4-oxo-4H-chromen-8-yl)-1-methylpiperidin-3-yl glycinate NCC(=O)O[C@@H]1CN(CC[C@@H]1C=1C(=CC(=C2C(C=C(OC12)C1=C(C=CC=C1)Cl)=O)O)O)C